1-(6-(((1S,3S)-3-aminocyclopentyl)amino)pyridin-3-yl)-3-methylimidazolidine-2,4-dione hydrochloride Cl.N[C@@H]1C[C@H](CC1)NC1=CC=C(C=N1)N1C(N(C(C1)=O)C)=O